1-ethylpyrazolo[3,4-d]pyrimidin-4-amine C(C)N1N=CC=2C1=NC=NC2N